3-[(3,4-dibromophenoxymethylthio)methyl]-1H-1,2,4-triazole-5(4H)-thione BrC=1C=C(OCSCC2=NNC(N2)=S)C=CC1Br